methyl (4-(4-bromophenoxy)benzoyl)glycinate BrC1=CC=C(OC2=CC=C(C(=O)NCC(=O)OC)C=C2)C=C1